bis(diphenyl-phosphine) dichloride Ruthenium [Ru+2].[Cl-].[Cl-].C1(=CC=CC=C1)PC1=CC=CC=C1.C1(=CC=CC=C1)PC1=CC=CC=C1